C12(CC3CC(CC(C1)C3)C2)C(=O)O adamantancarboxylic acid